16-((1-(6-((2-Amino-2-oxo-1-phenylethyl)thio)-3,5-dicyano-4-ethylpyridin-2-yl)piperidin-4-yl)amino)hexadecanoic acid NC(C(C1=CC=CC=C1)SC1=C(C(=C(C(=N1)N1CCC(CC1)NCCCCCCCCCCCCCCCC(=O)O)C#N)CC)C#N)=O